C(C)(C)(C)OC(=O)N1CC2C(CCCC2C1)(F)F.ClC1=C(C=CC=C1)CC(=O)NC1=CC(=NC=C1)N(C(CCC)=O)C1=CC=C(C=C1)F N-{4-[2-(2-chlorophenyl)acetylamino]pyridin-2-yl}-N-(4-fluorophenyl)butanamide tert-Butyl-7,7-difluoro-3,3a,4,5,6,7a-hexahydro-1H-isoindole-2-carboxylate